2-chloro-4-methylnicotinonitrile ClC1=C(C#N)C(=CC=N1)C